F[Ta] fluorotantalum